3-((tert-Butyldimethylsilyl)oxy)bicyclo[3.1.0]Hexane [Si](C)(C)(C(C)(C)C)OC1CC2CC2C1